C1(=C(OC)C=C(CC=C)C=C1)OCC(=O)[O-] eugenyloxyacetate